(4-isopropylphenyl)magnesium bromide C(C)(C)C1=CC=C(C=C1)[Mg]Br